[2H]C([2H])([2H])C(C([2H])([2H])[2H])Br 2-bromopropane-1,1,1,3,3,3-d6